CCC1=C(C(=CC=C1)CC)N(COC)C(=O)CCl The molecule is an aromatic amide that is N-(2,6-diethylphenyl)acetamide substituted by a methoxymethyl group at at the nitrogen atom while one of the hydrogens of the methyl group has been replaced by a chlorine atom. It has a role as a herbicide, an environmental contaminant and a xenobiotic. It is an organochlorine compound, a monocarboxylic acid amide and an aromatic amide. It derives from a N-phenylacetamide.